CC1=C(C=C(OC2=CC=C(C=N2)N2C(NC=3C=NC=CC32)=O)C=C1)OC(F)(F)F 1-[6-[4-methyl-3-(trifluoromethoxy)phenoxy]-3-pyridyl]-3H-imidazo[4,5-c]pyridin-2-one